4-(3,4-dihydro-2H-pyrido[3,2-b][1,4]oxazin-8-yloxy)-methylsulfanyl-aniline dihydrochloride Cl.Cl.O1C2=C(NCC1)N=CC=C2OC2=CC=C(NSC)C=C2